14-(3-(1-acetylpiperidin-4-yl)ureido)tetradecanoic acid C(C)(=O)N1CCC(CC1)NC(NCCCCCCCCCCCCCC(=O)O)=O